tert-butyl (1S,2R,3R,5R)-3-((5-(4-chloro-2-(methoxymethoxy)phenyl) pyrazin-2-yl)(methyl)amino)-2-fluoro-8-azabicyclo[3.2.1]octane-8-carboxylate ClC1=CC(=C(C=C1)C=1N=CC(=NC1)N([C@H]1[C@H]([C@@H]2CC[C@H](C1)N2C(=O)OC(C)(C)C)F)C)OCOC